COC1=CC=C(CN2C=CC3=C2N=CN=C3NC3=CC2=C(NC(N2)=O)C=C3)C=C1 5-((7-(4-Methoxybenzyl)-7H-pyrrolo[2,3-d]pyrimidin-4-yl)amino)-1,3-dihydro-2H-benzo[d]imidazol-2-one